Cl.Cl.C(C)(C)(C)N[C@@H]1CN(CC1)C=1N=NC(=CN1)C1=C(C=C(C=C1)C=1C=NNC1)O 2-{3-[(3S)-3-(tert-butylamino)pyrrolidin-1-yl]-1,2,4-triazin-6-yl}-5-(1H-pyrazol-4-yl)phenol dihydrochloride